8-eicosynoic acid C(CCCCCCC#CCCCCCCCCCCC)(=O)O